C(C)OC(=O)C1C(=CC(CC1C)=O)C.C12(C(CCCC1)O2)CC21C(CC(CC2)C(=O)O)O1 4-epoxycyclohexylmethyl-3,4-epoxycyclohexyl-carboxylate ethyl-2,6-dimethyl-4-oxocyclohex-2-enecarboxylate